ClC1=NC(=NC(=N1)C1=CC=C2C=NN(C2=C1)C1OCCCC1)NC(C)(C)C1=C(C(=CC=C1)F)F 4-chloro-N-[1-(2,3-difluorophenyl)-1-methyl-ethyl]-6-(1-tetrahydropyran-2-yl-indazol-6-yl)-1,3,5-triazin-2-amine